(R)-1-(2-(benzyloxy)-3,5-bis(trifluoromethyl)phenyl)-3-(oxiran-2-ylmethyl)imidazolidine-2-one C(C1=CC=CC=C1)OC1=C(C=C(C=C1C(F)(F)F)C(F)(F)F)N1C(N(CC1)C[C@H]1OC1)=O